[Ga+3].P1=CC=C1 anti-phosphoRET gallium (III)